BrC1=C(C=C(C=C1)S(=O)(=O)C1=CC=CC=C1)Cl 1-bromo-2-chloro-4-(phenylsulfonyl)benzene